FC=1C(=C(C=CC1C1=CC=C(C=C1)O)O)F difluoro-4,4'-biphenol